CCCCCCCCCCCCCCCC(=O)OC[C@H](COP(=O)(O)OCCN)OC(=O)CCCCCCCCC/C=C\\CCCCCC The molecule is a 1,2-diacyl-sn-glycero-3-phosphoethanolamine in which the 1- and 2-acyl groups are specified as hexadecanoyl (palmitoyl) and 11Z-octadecenoyl respectively. It has a role as a mouse metabolite. It derives from a cis-vaccenic acid and a hexadecanoic acid.